NC1=C(C=C(C=C1)CC1=CC(=C(C=C1)N)Cl)Cl di(4-amino-3-chlorophenyl)methane